C(#N)C1=CN(C2=CC=CC=C12)C=1C=C2CN(C(C2=CC1)=O)C 3-cyano-1-(2-methyl-1-oxo-2,3-dihydro-1H-isoindol-5-yl)-1H-indol